N(=[N+]=[N-])CCCCCCCCCO 9-azidononan-1-ol